n-butyl-butylphenol C(CCC)C=1C(=C(C=CC1)O)CCCC